ClC=1C=C(C2=CNC=C2C1)C=C 6-chloro-4-vinylisoindole